N-methyl-1-[[5-[5-(trifluoromethyl)-1,2,4-oxadiazol-3-yl]-2-thienyl]methyl]pyrazole-4-carboxamide CNC(=O)C=1C=NN(C1)CC=1SC(=CC1)C1=NOC(=N1)C(F)(F)F